N1=CNC2=NC=C(C=C21)NC(C(=O)N2[C@H](CC[C@@H](C2)C)C=2C=CC1=C(N=C(S1)C1CCN(CC1)C)C2)=O N-(3H-imidazo[4,5-b]pyridin-6-yl)-2-[(2R,5S)-5-methyl-2-[2-(1-methyl-4-piperidyl)-1,3-benzothiazol-5-yl]-1-piperidyl]-2-oxo-acetamide